FC(CC=1C2=C(SC1C#CCNC=1C(=CC(=NC1)C(=O)NC)OC)C(=CC=C2)NC2C(CN(CC2)C)F)(F)F 5-((3-(3-(2,2,2-trifluoroethyl)-7-(((Z)-3-fluoro-1-methylpiperidin-4-yl)amino)benzo[b]thiophen-2-yl)prop-2-yn-1-yl)amino)-4-methoxy-N-methylpicolinamide